NC1=CC=2C(=NC=CC2CO)N1C1=C(C(=CC=C1C)OC)C 2-amino-4-(hydroxymethyl)-1-(3-methoxy-2,6-dimethylphenyl)-1H-pyrrolo[2,3-b]pyridine